benzyl (R)-1,4-dibenzylpiperazine-2-carboxylate C(C1=CC=CC=C1)N1[C@H](CN(CC1)CC1=CC=CC=C1)C(=O)OCC1=CC=CC=C1